COC1=C(C=CC=C1)C1=NC=NC=C1 4-(2-methoxyphenyl)pyrimidin